BrC1=C(C=CC(=C1)C)NC(CO)C=C 2-[(2-bromo-4-methylphenyl)amino]but-3-en-1-ol